3-((4-(2-((4-(piperazin-1-yl)phenyl)amino)pyrimidin-4-yl)-3-(pyridin-3-yl)-1H-pyrazol-1-yl)methyl)benzonitrile N1(CCNCC1)C1=CC=C(C=C1)NC1=NC=CC(=N1)C=1C(=NN(C1)CC=1C=C(C#N)C=CC1)C=1C=NC=CC1